C(=O)C1=CC(=C2CN(C(NC2=C1)=O)C1CCC(CC1)C(=O)NC1=CC(=C(C=C1)C)OC)C (1s,4s)-4-(7-formyl-5-methyl-2-oxo-1,2-dihydroquinazolin-3(4H)-yl)-N-(3-methoxy-4-methylphenyl)cyclohexanecarboxamide